COC1=C(C=C(C(=C1)S(F)(F)(F)(F)F)OC)CCN 2-(2,5-dimethoxy-4-(pentafluoro-λ6-sulfaneyl)phenyl)ethan-1-amine